(1-(2-(4-(trifluoromethyl)phenyl)quinazolin-4-yl)pyrrolidin-3-yl)acrylamide FC(C1=CC=C(C=C1)C1=NC2=CC=CC=C2C(=N1)N1CC(CC1)C(C(=O)N)=C)(F)F